C(C1=CC=CC=C1)S1(NC(C2=C1C=CC(=C2Cl)N=CN(C)CC)=O)[O-] N'-(1-benzyl-4-chloro-1-oxido-3-oxo-3H-1λ4-benzo[d]isothiazol-5-yl)-N-ethyl-N-methylformimidamide